(S)-2-amino-5-ureidovaleric acid N[C@H](C(=O)O)CCCNC(=O)N